4-methyl-3-{3-methyl-5-[4-(trifluoromethyl)phenoxy]phenyl}-1-[2-(morpholin-4-yl)ethyl]-1H,4H,5H-pyrrolo[3,2-b]pyridin-5-one CN1C2=C(C=CC1=O)N(C=C2C2=CC(=CC(=C2)OC2=CC=C(C=C2)C(F)(F)F)C)CCN2CCOCC2